ClC1=C(C(=C(C=C1OC)OC)Cl)C1=CC2=C(N=C(N=C2)NCC)N(C1=O)CC=1C=C(C=CC1)NC(\C=C\CN(C)C)=O (E)-N-(3-((6-(2,6-dichloro-3,5-dimethoxyphenyl)-2-(ethylamino)-7-oxopyrido[2,3-d]pyrimidin-8(7H)-yl)methyl)phenyl)-4-(dimethylamino)but-2-enamide